tert-butyl (4-(2-hydroxyethyl)-2-methoxypyridin-3-yl)carbamate OCCC1=C(C(=NC=C1)OC)NC(OC(C)(C)C)=O